(1R,5S)-3-thia-8-azabicyclo[3.2.1]octane iodide [I-].[C@H]12CSC[C@H](CC1)N2